N-[[3-[(dimethylamino)methyl]oxan-3-yl]methyl]-4,5,6,7,8,9-hexahydrocycloocta[b]thiophene-2-carboxamide CN(C)CC1(COCCC1)CNC(=O)C1=CC2=C(S1)CCCCCC2